C(C)OC(C(C(=O)OCC)(OC[C@H]1O[C@H]([C@@H]([C@]1(C#C)OC(C)=O)OC(C)=O)N1C2=NC(=NC(=C2N=C1)C=1SC=CC1)Cl)CC1=CC=CC=C1)=O 2-benzyl-2-(((2r,3r,4r,5r)-3,4-diacetoxy-5-(2-chloro-6-(thiophen-2-yl)-9H-purin-9-yl)-3-ethynyl-tetrahydrofuran-2-yl)methoxy)-malonic acid diethyl ester